2-(8-fluoro-2-methylimidazo[1,2-a]pyridin-6-yl)-7-(4-methyl-4,7-diazaspiro[2.5]octan-7-yl)-5H-[1,3,4]thiadiazolo[3,2-a]pyrimidin-5-one FC=1C=2N(C=C(C1)C1=NN3C(=NC(=CC3=O)N3CCN(C4(CC4)C3)C)S1)C=C(N2)C